N,N-dibenzyl-2-methyl-5-((triisopropylsilyl)oxy)bicyclo[4.2.0]octa-1,3,5-triene-3-amine C(C1=CC=CC=C1)N(C=1C(=C2CCC2=C(C1)O[Si](C(C)C)(C(C)C)C(C)C)C)CC1=CC=CC=C1